BrC=1C=C(C=C(C1)Br)C1(CC(C1)C)C1=NN=CN1C 3-((1s,3s)-1-(3,5-dibromophenyl)-3-methylcyclobutyl)-4-methyl-4H-1,2,4-triazole